1-allyl-3-(3-(dimethylamino)phenyl)thiourea C(C=C)NC(=S)NC1=CC(=CC=C1)N(C)C